OC1C(C(OC2=CC=CC=C12)(C1=CC=C(C=C1)OC)O)(O)O Trihydroxy-4'-methoxyflavanol